C(#N)C1=NC2=CC(=CC(=C2N=C1N1CC(C(CC1)(F)F)C)[C@@H](C)NC1=C(C(=O)O)C=CC=C1)C 2-(((1R)-1-(2-cyano-3-(4,4-difluoro-3-methylpiperidin-1-yl)-7-methylquinoxalin-5-yl)ethyl)amino)benzoic acid